FC=1C=C(C=CC1OC1=CC=NC2=CC(=C(C=C12)OCCN1CCOCC1)OC)NC(=O)C1=C2C(=CN(C1=O)C1=CC=C(C=C1)F)CCO2 N-(3-fluoro-4-((7-methoxy-6-(2-morpholinoethoxy)quinolin-4-yl)oxy)phenyl)-5-(4-fluorophenyl)-6-oxo-2,3,5,6-tetrahydrofuro[3,2-c]pyridine-7-carboxamide